1-(5-chloro-2,3-dihydro-1H-inden-1-yl)-4-nitro-1H-pyrazole ClC=1C=C2CCC(C2=CC1)N1N=CC(=C1)[N+](=O)[O-]